C(C)(=O)[O-].C(CCCCCCCCCCC)NC.[Na+] sodium dodecyl-methylamine acetate